NCCC(CC(C(=O)SCCNC(CCNC([C@@H](C(COP(OP(OC[C@@H]1[C@H]([C@H]([C@@H](O1)N1C=NC=2C(N)=NC=NC12)O)OP(=O)(O)O)(=O)O)(=O)O)(C)C)O)=O)=O)O)=O 6-amino-2-hydroxy-4-oxohexanoyl-CoA